C(OCCC)(OCC(C(F)(F)F)(F)F)=O n-propyl (2,2,3,3,3-pentafluoropropyl) carbonate